1-hydroxy-2-methyl-3-(3-(trifluoromethoxy)benzyl)-4(1H)-quinolinone ON1C(=C(C(C2=CC=CC=C12)=O)CC1=CC(=CC=C1)OC(F)(F)F)C